C[C@]1(C(NC(CC1)=O)=O)C1=CC=C(C=C1)C1CCN(CC1)C(=O)OC(C)(C)C tert-butyl (R)-4-(4-(3-methyl-2,6-dioxopiperidin-3-yl)phenyl)piperidine-1-carboxylate